FC1=C2C=CN(C2=C(C=C1)C(=O)NC1CC2(CCC2)C1)[C@H](C)C1=CC=C(C=C1)C=1C=NC(=CC1)OC (Sa)-6-(4-Fluoro-1-((R)-1-(4-(6-methoxypyridin-3-yl)phenyl)ethyl)-1H-indol-7-carboxamido)spiro[3.3]heptan